Pyridin-2-ylmethyl (S)-(4-(7-carbamoyl-2-(1-ethyl-3-methyl-1H-pyrazole-5-carboxamido)-3,4-dihydro-5-oxa-1,2a-diazaacenaphthylen-3-yl)butyl)carbamate C(N)(=O)C=1C=C2OC[C@@H](N3C(=NC(C1)=C32)NC(=O)C3=CC(=NN3CC)C)CCCCNC(OCC3=NC=CC=C3)=O